OC1=C(C(=O)OCC)C=CC=C1 2-hydroxy-Benzoic acid, ethyl ester